[Cl-].CC1=NC=CN1C 2,3-dimethylimidazole chloride